OC1(CCN(CC1)C(CO)=O)C(=O)N 4-hydroxy-1-(2-hydroxyacetyl)piperidine-4-carboxamide